(E)-3-(4-bromophenyl)-N-((2-(2,6-dioxopiperidin-3-yl)-1-oxoisoindolin-5-yl)methyl)-2-(hydroxyimino)propionamide BrC1=CC=C(C=C1)C\C(\C(=O)NCC=1C=C2CN(C(C2=CC1)=O)C1C(NC(CC1)=O)=O)=N/O